C1(CC1)CN1C(=CC2=CC=CC=C12)C1=NC2=C(N1C)C=CC(=C2)C(=O)N2C[C@@H]([C@@H](CC2)O)NC(OC(C)(C)C)=O tert-butyl ((3S,4R)-1-(2-(1-(cyclopropylmethyl)-1H-indol-2-yl)-1-methyl-1H-benzo[d]imidazole-5-carbonyl)-4-hydroxypiperidin-3-yl)carbamate